CCC(CC)NC(=O)C1=CN=C(O1)C=1C=C(C=CC1)C1=CC(=NN1)C(=O)N[C@@H](C(C)C)C(=O)OCC1=CC=CC=C1 benzyl (5-(3-(5-(pentan-3-ylcarbamoyl)oxazol-2-yl)phenyl)-1H-pyrazole-3-carbonyl)-L-valinate